COCCCC(CC1=CC=C(C=C1)C(F)(F)F)=O 5-methoxy-1-(4-trifluoromethyl-phenyl)pentanone